C(CCCCCCCCCCC)[NH+](CCCCCCCCCCCC)CCCCCCCCCCCC.S(=O)(=O)=CCCOC(C(=C)C)=O.ClC(C1=NC(=NC(=N1)C(Cl)(Cl)Cl)C1=CC2=C(C=C1)OCO2)(Cl)Cl 2,4-bis(trichloromethyl)-6-(3,4-methylenedioxyphenyl)sym-triazine 3-sulfonylpropyl-methacrylate tridodecylammonium salt